((benzyloxy)methyl)cyclopropane-1-sulfonic acid butyl ester C(CCC)OS(=O)(=O)C1(CC1)COCC1=CC=CC=C1